C1(CC1)C1=NN=C(S1)N1N=C2C=C(C=C(C2=C1)N1CCN(CC1)C(C(C)C)=O)S(=O)(=O)NC1(COC1)CF 2-(5-cyclopropyl-1,3,4-thiadiazol-2-yl)-N-(3-(fluoromethyl)oxetan-3-yl)-4-(4-isobutyrylpiperazin-1-yl)-2H-indazole-6-sulfonamide